di-(4-isopropylphenyl)-carbonate C(C)(C)C1=CC=C(C=C1)OC(OC1=CC=C(C=C1)C(C)C)=O